2-iodo-3-(((3-(triethylsilyl)prop-2-yn-1-yl)oxy)methyl)aniline IC1=C(N)C=CC=C1COCC#C[Si](CC)(CC)CC